C1(CC1)C=1C(=CC(=NC1)C1OCCO1)C 5-cyclopropyl-2-(1,3-dioxolan-2-yl)-4-methylpyridine